CS(=O)(=O)OC=1C=C(C=CC1)C1=CC=C(C=C1)C[C@H](NC(=O)[C@H]1OCCCNC1)C#N 4'-[(2S)-2-Cyano-2-{[(2S)-1,4-oxazepan-2-ylcarbonyl]amino}ethyl]biphenyl-3-yl methanesulfonate